N1-(5-Bromo-3-nitropyridin-2-yl)-N3,N3-dimethylpropane-1,3-diamine BrC=1C=C(C(=NC1)NCCCN(C)C)[N+](=O)[O-]